O1CCN(CC1)CC1=CC=C(C=C1)C#CC1=CC=C(C=C1)C=1SC=C(N1)CN1C(=NC=C1)[C@H](C)O (S)-1-(1-((2-(4-((4-(morpholinomethyl)phenyl)ethynyl)phenyl)thiazol-4-yl)methyl)-1H-imidazol-2-yl)ethan-1-ol